Benzyl (5S,8S)-1-(9H-fluoren-9-yl)-5-isopropyl-8-methyl-3,6,9-trioxo-2,12-dioxa-4,7,10-triazatetradecan-14-oate C1=CC=CC=2C3=CC=CC=C3C(C12)COC(N[C@H](C(N[C@H](C(NCOCC(=O)OCC1=CC=CC=C1)=O)C)=O)C(C)C)=O